(2S,3S)-N-(5-(2-chlorophenyl)thiazol-2-yl)-1-cyano-2-methylpyrrolidine-3-carboxamide ClC1=C(C=CC=C1)C1=CN=C(S1)NC(=O)[C@@H]1[C@@H](N(CC1)C#N)C